ClCCCOC=1C=C(N)C=CC1 3-(3-chloropropoxy)aniline